N-(2-(ethylsulfanyl)-4-(3-fluoro-7,8-dihydro-1,6-naphthyridin-6(5H)-yl)-6-methylphenyl)-3,3-dimethylbutyramide C(C)SC1=C(C(=CC(=C1)N1CC=2C=C(C=NC2CC1)F)C)NC(CC(C)(C)C)=O